O1C(=CC=C1)C=1CCN(CC1)CC=1C=C2CN(C(C2=CC1)=O)N1C(NC(CC1)=O)=O 1-(5-((4-(furan-2-yl)-3,6-dihydropyridin-1(2H)-yl)methyl)-1-oxoisoindolin-2-yl)dihydropyrimidine-2,4(1H,3H)-dione